O1CCC(=CC1)C=1C(=NC(=NC1)CO)NC=1C=NC(=CC1)N1CCOCC1 (5-(3,6-dihydro-2H-pyran-4-yl)-4-((6-morpholinopyridin-3-yl)amino)pyrimidin-2-yl)methanol